rac-tert-butyl (5R,7S,8S)-8-(5-bromo-6-methoxy-2H-indazol-2-yl)-7-methyl-2-azaspiro[4.5]decane-2-carboxylate BrC1=CC2=CN(N=C2C=C1OC)[C@@H]1[C@H](C[C@@]2(CCN(C2)C(=O)OC(C)(C)C)CC1)C |r|